Cl.ClC1=CC2=C(C=C1)[C@@H]1NCCC[C@@H]1O2 (4aS,9bS)-7-chloro-1,2,3,4,4a,9b-hexahydrobenzofuro[3,2-b]pyridine hydrochloride